C(C)(C)(C)OOC(C)(C)C di(tert-butyl) peroxide